CN(C1C[C@H]2CCC[C@@H](C1)N2C(=O)OC(C)(C)C)C=2N=NC(=CC2)C2=C1C=NN(C1=C(C=C2)N2N=CC=C2)COCC[Si](C)(C)C tert-butyl (1R,5S)-3-[methyl-[6-[7-pyrazol-1-yl-1-(2-trimethylsilylethoxymethyl)indazol-4-yl]pyridazin-3-yl]amino]-9-azabicyclo[3.3.1]nonane-9-carboxylate